CC1=C2C(=CC=3C=4C=C(C=CC4N(C13)C)OC[C@H](C)NC1=NC=CC=C1)C=NC=C2 (S)-N-(1-((5,6-dimethyl-6H-pyrido[4,3-b]carbazol-9-yl)oxy)propan-2-yl)pyridin-2-amine